N-(2-(2,6-dioxopiperidin-3-yl)-1-oxoisoindolin-5-yl)-1-phenyl-2-(trifluoromethyl)-1H-imidazole-4-carboxamide O=C1NC(CCC1N1C(C2=CC=C(C=C2C1)NC(=O)C=1N=C(N(C1)C1=CC=CC=C1)C(F)(F)F)=O)=O